CN1CCC(CC1)N1N=CC(=C1)C1=CC=C2C(=NC=NC2=C1)N1C[C@@H](C[C@H]1C1=CC=CC=C1)O |r| rac-cis-(3R,5S)-1-(7-(1-(1-methylpiperidin-4-yl)-1H-pyrazol-4-yl)quinazolin-4-yl)-5-phenylpyrrolidin-3-ol